C(C)C(C(=O)[O-])CCCC.C(CCCCCCC)(=O)O.[K+] potassium octanoate (2-ethylhexanoate)